tert-butyl 1-(4-(benzylthio) phenylamino)-1-oxo-3-phenylprop-2-ylcarbamate C(C1=CC=CC=C1)SC1=CC=C(C=C1)NC(C(CC1=CC=CC=C1)NC(OC(C)(C)C)=O)=O